7-propanoyloxy-3-[(2-amino-3-fluoro-4-pyridinyl)methyl]-4-methyl-chromen-2-one C(CC)(=O)OC1=CC=C2C(=C(C(OC2=C1)=O)CC1=C(C(=NC=C1)N)F)C